ClC1=C(C=CC(=N1)C(=O)NC)F 6-chloro-5-fluoro-N-methylpyridineamide